NCC=1C2=CC=CC=C2C(=C2C=CC=CC12)CN 9,10-diaminomethylanthracene